ClC=1C2=CN(N=C2C(=C(C1)C1=CC=C(C=C1)C1CCN(CC1)C1CC1)Cl)C(C(=O)NC=1SC=CN1)C1=C2N(C=N1)C[C@@H](C2)F 2-(4,7-Dichloro-6-(4-(1-cyclopropylpiperidin-4-yl)phenyl)-2H-indazol-2-yl)-2-((R)-6-fluoro-6,7-dihydro-5H-pyrrolo[1,2-c]imidazol-1-yl)-N-(thiazol-2-yl)acetamide